2-[2-(propargyloxy)ethoxy]ethanamine C(C#C)OCCOCCN